FC(C[C@@H](C(=O)NC1=NC=CC(=C1)C1=C(C=2C(NC=CC2N1)=O)C1=CC=CC=C1)C1=CC=C(C=C1)F)F (2R)-4,4-Difluoro-2-(4-fluorophenyl)-N-[4-(4-oxo-3-phenyl-4,5-dihydro-1H-pyrrolo[3,2-c]pyridin-2-yl)pyridin-2-yl]butanamid